CC[Pt](C)(C)C1C=CC=C1 methylcyclopentadienyl-trimethylplatinum